N-propyl-2-{[3-(1H-pyrrolo[2,3-b]pyridin-3-yl)benzyl]amino}pyridine-3-carboxamide C(CC)NC(=O)C=1C(=NC=CC1)NCC1=CC(=CC=C1)C1=CNC2=NC=CC=C21